1-{4-[7-(aminocarbonyl)-2H-indazol-2-yl]benzyl}-4-(1-hydroxy-1-methylethyl)piperidinium trifluoroacetate FC(C(=O)[O-])(F)F.NC(=O)C1=CC=CC2=CN(N=C12)C1=CC=C(C[NH+]2CCC(CC2)C(C)(C)O)C=C1